manganese-nickel carbonate C([O-])([O-])=O.[Ni+2].[Mn+2].C([O-])([O-])=O